(S)-2-(1-oxo-3,4-dihydroisoquinolin-2(1H)-yl)-3-phenylpropionic acid O=C1N(CCC2=CC=CC=C12)[C@H](C(=O)O)CC1=CC=CC=C1